1-Methyl-5-[1-[4-(trifluoromethoxy)phenyl]cyclopropanecarbonyl]-4,6-dihydropyrrolo[3,4-c]pyrazole-4-carboxylic acid CN1N=CC2=C1CN(C2C(=O)O)C(=O)C2(CC2)C2=CC=C(C=C2)OC(F)(F)F